(S)-(4-(3-(4,4-difluorocyclohexyl)-4-(pyrrolidin-3-yloxy)benzoyl)piperazin-1-yl)(3-fluoro-5-(piperazin-1-yl)phenyl)methanone FC1(CCC(CC1)C=1C=C(C(=O)N2CCN(CC2)C(=O)C2=CC(=CC(=C2)N2CCNCC2)F)C=CC1O[C@@H]1CNCC1)F